ClC1C=CC=CC1 chlorocyclohexa-2,4-dien